N1(CCCCCC1)CCN1C(C=CC2=CC=CC=C12)=O 1-(2-(Azepan-1-yl)ethyl)quinolin-2(1H)-one